ClC1=C(C(=CC=C1)F)N1C(N=C(C2=C1N=C(C=C2)C(F)(F)F)NC)=O 1-(2-chloro-6-fluorophenyl)-4-(methylamino)-7-(trifluoromethyl)pyrido[2,3-d]-pyrimidin-2(1H)-one